F[C@@H]1CNCC[C@@H]1NC=1C=2C=C(N(C2C=CC1)CC(F)(F)F)C#CCNC1=C(C=C(C=C1)S(=O)(=O)C)OC N-((3R,4S)-3-fluoropiperidin-4-yl)-2-(3-((2-methoxy-4-(methylsulfonyl)phenyl)amino)prop-1-yn-1-yl)-1-(2,2,2-trifluoroethyl)-1H-indol-4-amine